CC(C=CC(=O)O)=CC1=CC=CC=C1 4-Methyl-5-phenylpenta-2,4-dienoic acid